N1,N1-dibenzylbenzene-1,3-diamine C(C1=CC=CC=C1)N(C1=CC(=CC=C1)N)CC1=CC=CC=C1